FC1CC2(C1)C[C@@H](N(CC2)CC2=C1C=CNC1=C(C=C2OC)C)C2=CC=C(C(=O)O)C=C2 4-((2r,4r,6r)-2-fluoro-7-((5-methoxy-7-methyl-1H-indol-4-yl)methyl)-7-azaspiro[3.5]nonan-6-yl)benzoic acid